2,4,8-trichloroanthraquinone ClC1=CC=2C(C3=C(C=CC=C3C(C2C(=C1)Cl)=O)Cl)=O